[Cl-].FC(C1=CC=C(C=C1)[NH2+]CC)(F)F 4-trifluoromethylphenyl-ethyl-ammonium chloride